9-((1-((1R,4R)-4-(4-(((R)-1-(3-amino-5-(trifluoromethyl)phenyl)ethyl)amino)-7-Methoxy-2-methylquinazolin-6-yl)cyclohexane-1-carbonyl)piperidin-4-yl)methyl)-3,9-diazaspiro[5.5]undecane NC=1C=C(C=C(C1)C(F)(F)F)[C@@H](C)NC1=NC(=NC2=CC(=C(C=C12)C1CCC(CC1)C(=O)N1CCC(CC1)CN1CCC2(CCNCC2)CC1)OC)C